ClC(CSC)C1=CC=CC=C1 (2-chloro-2-phenylethyl)(methyl)sulfane